FC(C=1C=C(CCN2C[C@@H](C([C@@H](C2)O)O)O)C=CC1)(F)F (3S,4r,5R)-1-(3-(trifluoromethyl)phenethyl)piperidine-3,4,5-triol